C12CN(CCC2CN1)C1=NC2=C(C=3N1C=CN3)C(=CN2)C2=C(C3=CN(N=C3C=C2)C)Cl 5-(3,8-diazabicyclo[4.2.0]oct-3-yl)-9-(4-chloro-2-methyl-2H-indazol-5-yl)-7H-imidazo[1,2-c]pyrrolo[3,2-e]pyrimidine